6-chloro-4-(2-methoxy-2-oxo-ethoxy)pyridazine ClC1=CC(=CN=N1)OCC(=O)OC